methyl naphthylformylbutyrate benzenesulfonyl hydrazone C1(=CC=CC=C1)S(=O)(=O)NN=C(C(CC)C(=O)C1=CC=CC2=CC=CC=C12)OC